ClC=1C=C(C=C(C1)OC(F)(F)F)C1=CCC2(CN(C2)C(=O)OC(C)(C)C)CC1 tert-Butyl 7-(3-chloro-5-(trifluoromethoxy)phenyl)-2-azaspiro[3.5]non-6-ene-2-carboxylate